OC1=NC(NC=C1C1(OCCC1)CO[Si](C(C)C)(C(C)C)C(C)C)=O 4-hydroxy-5-((((triisopropylsilyl)oxy)methyl)tetrahydrofuran-2-yl)pyrimidin-2(1H)-one